azidoglucono-1,5-lactone N(=[N+]=[N-])[C@@]1(C(=O)O[C@@H]([C@H]([C@@H]1O)O)CO)O